2-(methoxy(2-(pyridin-2-yl)quinolin-7-yl)methylene)malononitrile COC(=C(C#N)C#N)C1=CC=C2C=CC(=NC2=C1)C1=NC=CC=C1